ethyl (S)-4-chloro-1-oxo-3-(1-((5-oxo-5,8-dihydropyrido[2,3-d]pyrimidin-4-yl)amino)ethyl)-2-phenyl-1,2-dihydroisoquinolin-8-carboxylate ClC1=C(N(C(C2=C(C=CC=C12)C(=O)OCC)=O)C1=CC=CC=C1)[C@H](C)NC=1C2=C(N=CN1)NC=CC2=O